N-(tetrahydropyran-4-yl)pyridazine-3-carboxamide methyl-3-amino-5-oxo-5,6,7,8-tetrahydronaphthalene-2-carboxylate COC(=O)C1=CC=2CCCC(C2C=C1N)=O.O1CCC(CC1)NC(=O)C=1N=NC=CC1